methyl 4-[3-[4-(4-bromophenyl)piperazin-1-yl]-2-hydroxy-propyl]-2-formyl-benzoate BrC1=CC=C(C=C1)N1CCN(CC1)CC(CC1=CC(=C(C(=O)OC)C=C1)C=O)O